fluoroketone diisocyanate [N-]=C=O.[N-]=C=O.FC(=O)F